N-(4-methoxyphenyl)-2-oxo-5-phenyl-3-(phenylseleno)pyrrolidine-3-carboxamide COC1=CC=C(C=C1)NC(=O)C1(C(NC(C1)C1=CC=CC=C1)=O)[Se]C1=CC=CC=C1